C(C)(C)(C)C1=CC=C(CSC=2C(=NC(=NC2)Cl)C2=NC3=C(N2)C=CC=C3)C=C1 2-(5-((4-(tert-butyl)benzyl)thio)-2-chloropyrimidin-4-yl)-1H-benzo[d]imidazole